C(C)N1C2=C([C@@H]([C@@H](C1=O)NC(C1=CC(=CC=C1)C(F)(F)F)=O)C1=CC=C(C=C1)F)C(=NN2C2=CC=CC=C2)CO N-[(4S,5S)-7-ethyl-4-(4-fluorophenyl)-3-(hydroxymethyl)-6-oxo-1-phenyl-4,5-dihydropyrazolo[3,4-b]pyridine-5-yl]-3-(trifluoromethyl)benzamide